(2,6-dioxopiperidin-3-yl)-1-oxo-2,3-dihydro-1H-isoindol O=C1NC(CCC1N1C(C2=CC=CC=C2C1)=O)=O